C(\C=C\C(=O)O)(=O)O.N1=CN=C2NC=NC2=C1N[C@@H](CC)C=1OC2=CC=CC=C2C(C1C1=CC(=CC=C1)F)=O.N1=CN=C2NC=NC2=C1N[C@@H](CC)C=1OC2=CC=CC=C2C(C1C1=CC(=CC=C1)F)=O (S)-2-(1-(9H-purin-6-ylamino)propyl)-3-(3-fluorophenyl)-4H-chromen-4-one hemifumarate